tert-butyl (3-((2-(6-fluoro-1H-indol-3-yl)ethyl)amino)-3-oxopropyl)carbamate FC1=CC=C2C(=CNC2=C1)CCNC(CCNC(OC(C)(C)C)=O)=O